C(C)(OCCC#N)=N cyanoethyl acetimidate